butyl di-(4-heptyl) phosphate P(=O)(OCCCC)(OC(CCC)CCC)OC(CCC)CCC